2-butoxy-7-((2-methyl-6-(piperidin-4-yl)pyridin-3-yl)methyl)imidazo[2,1-f][1,2,4]triazin-4-amine C(CCC)OC1=NN2C(C(=N1)N)=NC=C2CC=2C(=NC(=CC2)C2CCNCC2)C